ClC=1C=C(C(=NC1)N1C([C@](N(C(C1)=O)CC1=CC=C(C=C1)C(F)(F)F)(C)CO)=O)F (S)-1-(5-chloro-3-fluoro-pyridin-2-yl)-3-(hydroxy-methyl)-3-methyl-4-(4-(trifluoromethyl)-benzyl)piperazine-2,5-dione